OC[C@H](C1=CC=CC=C1)NC1=NC(=NC=C1C=1OC(=NN1)C=1C=NC=CC1)NC1=CC=C2C(=N1)N(NC2=O)C(C)C (S)-6-((4-((2-hydroxy-1-phenylethyl)amino)-5-(5-(pyridin-3-yl)-1,3,4-oxadiazol-2-yl)pyrimidin-2-yl)amino)-1-isopropyl-1,2-dihydro-3H-pyrazolo[3,4-b]pyridin-3-one